2-methyl-1-(methylthio)propane-2-amine CC(CSC)(C)N